Rel-N-(6-amino-5-ethyl-3-pyridyl)-2-[5-methyl-2-(6-methyl-3-pyridyl)-1-piperidyl]-2-oxo-acetamide NC1=C(C=C(C=N1)NC(C(=O)N1C(CCC(C1)C)C=1C=NC(=CC1)C)=O)CC